COC(=O)C=1C=NC=CC1O 4-hydroxypyridine-3-carboxylic acid methyl ester